C(C)OC(/C(=C/C(=O)OCC)/[O-])=O.[Na+] Sodium (Z)-1,4-diethoxy-1,4-dioxobut-2-en-2-olate